OC1=CC=C(O[C@@H](C(=O)O)C)C=C1 (R)-4-hydroxyphenoxypropionic acid